N(=C=S)C(CCCCCCCCCC(=O)OCCCCCCC)CCCCCCCCCC(=O)OCCCCCCC diheptyl 11-isothiocyanatohenicosanedioate